C1(CC1)COC1CCN(CC1)C1(C=CC(=NN1)C(=O)NCC1=CC=NC=C1)C 6-[4-(cyclopropylmethoxy)piperidin-1-yl]-6-methyl-N-(pyridin-4-ylmethyl)pyridazine-3-carboxamide